2-oxo-5-(4-((5-(tetrahydrofuran-3-yl)pyridin-3-yl)methoxy)phenyl)-6-(trifluoromethyl)-1,2-dihydropyridine-3-carboxamide O=C1NC(=C(C=C1C(=O)N)C1=CC=C(C=C1)OCC=1C=NC=C(C1)C1COCC1)C(F)(F)F